C1N(CCC2=CC=CC=C12)C(=O)O.N1(CCCC1)C(=O)[C@@H]1CC[C@H](CC1)C(=O)NN trans-4-(pyrrolidin-1-ylcarbonyl)cyclohexanecarboxhydrazide 3,4-dihydroisoquinoline-2(1H)-carboxylate